O=C1NC(CCC1N1CC2=CC=C(C=C2C1=O)N1CCC(CC1)CN1CCN(CC1)C1=CC=C(C=C1)N1C=NC2=CC=CC=C2C1=O)=O 3-(4-[4-({1-[2-(2,6-dioxopiperidin-3-yl)-3-oxo-2,3-dihydro-1H-isoindol-5-yl]piperidin-4-yl}methyl)piperazin-1-yl]phenyl)-4-oxo-3,4-dihydroquinazolin